C(C(=C)C)(=O)O.C(C(=C)C)(=O)O.C(C(=C)C)(=O)O.C(C(=C)C)(=O)O.C(O)C(CCCCC)(CO)CO.C(O)C(CCCCC)(CO)CO di(trimethylolhexane) tetramethacrylate